phenyl (5-chloro-2-fluoro-4-methyl phenyl)carbamate ClC=1C(=CC(=C(C1)NC(OC1=CC=CC=C1)=O)F)C